FC(C1=CC=C(C=C1)C=1N(C2=CC=CC=C2C1)C1OC(C2=CC=CC=C12)=O)(F)F 3-(2-(4-(trifluoromethyl)phenyl)-1H-indol-1-yl)isobenzofuran-1(3H)-one